6-(2-{[3-(4-fluorophenyl)butyl]carbamoyl}morpholin-4-yl)-N-methyl-1H-indazole-3-carboxamide FC1=CC=C(C=C1)C(CCNC(=O)C1CN(CCO1)C1=CC=C2C(=NNC2=C1)C(=O)NC)C